O=C1NN=C2N1C[C@@H](CC2)C(=O)O |r| rac-3-oxo-2,3,5,6,7,8-hexahydro[1,2,4]triazolo[4,3-a]pyridine-6-carboxylic acid